(2R,3S,4S)-4-hydroxy-2-[(4-methoxyphenyl)methyl]pyrrolidin-3-yl N-{2-[(2R)-1-methylpyrrolidin-2-yl]ethyl}carbamate CN1[C@H](CCC1)CCNC(O[C@H]1[C@H](NC[C@@H]1O)CC1=CC=C(C=C1)OC)=O